N1=CN=C(C2=C1NC1=C2C=CN=C1)O 9H-pyrido[4',3':4,5]pyrrolo[2,3-d]pyrimidin-4-ol